FC=1C=2N(C=C(C1)C1=CNC=3N=C(N=CC31)N)C(=CN2)C 5-(8-fluoro-3-methylimidazo[1,2-a]pyridin-6-yl)-7H-pyrrolo[2,3-d]pyrimidin-2-amine